ClC=1C=CC(=C(C1)N1C(C2=CC=CC=C2C1=O)(O)C1=CC2=C(NC(=N2)NC([O-])=O)C=C1)C (5-(2-(5-chloro-2-methylphenyl)-1-hydroxy-3-oxo-2,3-dihydro-1H-isoindol-1-yl)-1H-benzimidazol-2-yl)carbamate